2-(1-aminoethyl)-6-chloroaniline NC(C)C1=C(N)C(=CC=C1)Cl